(R)-7-methyl-4-(1-(methylsulfonyl)piperidin-4-yl)-6-(7H-pyrrolo[2,3-d]pyrimidin-4-yl)-5,6,7,8-tetrahydropyrido[4,3-d]pyrimidine C[C@@H]1CC=2N=CN=C(C2CN1C=1C2=C(N=CN1)NC=C2)C2CCN(CC2)S(=O)(=O)C